C(C1=CC=CC=C1)N1C[C@@H]([C@H](CC1)C(=O)N1CCC(CC1)(O)CN1C=NC2=C(C1=O)C=CN2)C=2SC=CC2 3-[[1-[(3R,4S)-1-benzyl-3-(2-thienyl)piperidine-4-carbonyl]-4-hydroxy-4-piperidinyl]methyl]-7H-pyrrolo[2,3-d]pyrimidin-4-one